7-(8-formyl-1,6,7-trihydroxy-3-methyl-5-propan-2-ylnaphthalen-2-yl)-2,3,8-trihydroxy-6-methyl-4-propan-2-ylnaphthalene-1-carbaldehyde C(=O)C=1C(=C(C(=C2C=C(C(=C(C12)O)C1=C(C=C2C(=C(C(=C(C2=C1O)C=O)O)O)C(C)C)C)C)C(C)C)O)O